5-(5-(1-((2s,3s)-3-hydroxypyrrolidine-2-carbonyl)piperidin-4-yl)-3-isopropyl-1H-indol-2-yl)-1,3-dimethylpyridin-2(1H)-one O[C@@H]1[C@H](NCC1)C(=O)N1CCC(CC1)C=1C=C2C(=C(NC2=CC1)C=1C=C(C(N(C1)C)=O)C)C(C)C